CC1=CC=C2C=CN(C2=C1)C 6-methyl-N-methylindole